N-methyl-N-[2-(dimethylamino)ethyl]carbamic acid CN(C(O)=O)CCN(C)C